2-(3-(4-(difluoromethoxy)phenyl)-6-oxopyridazin-1(6H)-yl)-N-propylacetamide FC(OC1=CC=C(C=C1)C1=NN(C(C=C1)=O)CC(=O)NCCC)F